C(=O)O.N1=CN=CC2=CC(=CC=C12)C#N quinazoline-6-carbonitrile formate salt